(2Z)-6-[(2,6-dichlorobenzyl)oxy]-2-[(1-methyl-1H-indol-3-yl)methylene]-1-benzofuran-3(2H)-one ClC1=C(COC2=CC3=C(C(/C(/O3)=C/C3=CN(C4=CC=CC=C34)C)=O)C=C2)C(=CC=C1)Cl